O1C(CCCC1)N1N=CC=C1C1=NC=C(C=O)C=C1 6-(1-(tetrahydro-2H-pyran-2-yl)-1H-pyrazol-5-yl)nicotinaldehyde